methyl 2-((4-fluoro-2-methylphenyl)amino)-4-(trifluoro-methoxy)-benzoate FC1=CC(=C(C=C1)NC1=C(C(=O)OC)C=CC(=C1)OC(F)(F)F)C